5-Chloro-2,7-bis(trifluoromethyl)imidazo[1,2-a]pyrimidine ClC1=CC(=NC=2N1C=C(N2)C(F)(F)F)C(F)(F)F